2-oxo-3-(3-oxo-4H-pyrazino[2,3-b][1,4]oxazin-6-yl)-1,3-oxazolidin O=C1OCCN1C1=NC2=C(OCC(N2)=O)N=C1